(S)-2-amino-3-(4-(4-hydroxyphenoxy)-3-iodo-5-(trimethylstannyl)phenyl)propanoic acid N[C@H](C(=O)O)CC1=CC(=C(C(=C1)[Sn](C)(C)C)OC1=CC=C(C=C1)O)I